2-(5-(3-(5-(9-Amino-8-hydroxy-2-(3-iodophenyl)-7,7-dimethylnonan-2-yl)-1H-imidazol-2-yl)-4-fluorophenoxy)-6-fluoro-1H-indol-4-yl)acetic acid NCC(C(CCCCC(C)(C1=CC(=CC=C1)I)C1=CN=C(N1)C=1C=C(OC=2C(=C3C=CNC3=CC2F)CC(=O)O)C=CC1F)(C)C)O